ethyl 6-(benzyloxy)-7-oxo-1,6-diazabicyclo[3.2.1]octane-2-carboxylate C(C1=CC=CC=C1)ON1C2CCC(N(C1=O)C2)C(=O)OCC